CCCCCCCC/C=C\\CCCCCCCC(=O)O[C@H]1CC[C@@]2([C@H]3CC[C@]4([C@H]([C@@H]3CC=C2C1)CC[C@@H]4[C@H](C)CCCC(C)C)C)C The molecule is the (Z)-stereoisomer of cholesteryl octadec-9-enoate. It has a role as a mouse metabolite. It derives from an oleic acid.